FC(CN1C(=NC=2C1=NC(=CC2)C=2C=CN1N=C(N=CC12)N[C@H]1[C@@H](CN(CC1)C)F)C)F 5-(3-(2,2-difluoroethyl)-2-methyl-3H-imidazo[4,5-b]pyridin-5-yl)-N-((3R,4R)-3-fluoro-1-methylpiperidin-4-yl)pyrrolo[2,1-f][1,2,4]triazin-2-amine